C(#N)C1=NC(=NC=C1)N1CCC2(CC1)[C@@H](C1=CC=CC=C1C2)N[S@](=O)C(C)(C)C (R)-N-((S)-1'-(4-cyanopyrimidin-2-yl)-1,3-dihydrospiro[inden-2,4'-piperidin]-1-yl)-2-methylpropan-2-sulfinamide